6-[3-(4-chloro-2-fluoro-anilino)-7,8-dihydro-5H-1,6-naphthyridin-6-yl]-4,5-dimethyl-pyridazine-3-carbonitrile ClC1=CC(=C(NC=2C=NC=3CCN(CC3C2)C2=C(C(=C(N=N2)C#N)C)C)C=C1)F